C(CCC)OC(=O)N1[C@H]([C@@H](N(CC1)C1=NC=CC(=C1)Cl)C)C butyl-4-(4-chloropyridin-2-yl)-trans-2,3-dimethylpiperazine-1-carboxylate